C(C1=CC=CC=C1)OC(=O)NCCCC[C@H](NC(CN)=O)C(=O)OC(C)(C)C tert-Butyl N6-((benzyloxy)carbonyl)-N2-glycyl-L-lysinate